OC=1C(=CC2=CC=CC=C2C1)C(C)=O 1-(3-hydroxynaphthalen-2-yl)ethanone